tert-Butyl trans-((1R,4R)-4-(4-oxo-5-(4-phenoxyphenyl)-4,5-dihydro-3H-1-thia-3,5,8-triazaacenaphthylene-2-carboxamido)cyclohexyl)carbamate O=C1NC2=C(SC=3N=CC=C(N1C1=CC=C(C=C1)OC1=CC=CC=C1)C32)C(=O)N[C@@H]3CC[C@H](CC3)NC(OC(C)(C)C)=O